ClC1=C(C(C2=CC=CC=C2C1=O)=O)NCC1=CC=C(C(=O)NC=2SC=CN2)C=C1 4-(((3-Chloro-1,4-dioxo-1,4-dihydronaphthalin-2-yl)amino)methyl)-N-(thiazol-2-yl)benzamid